FC1=C(C=CC(=C1)[N+](=O)[O-])CN(C)C 1-(2-fluoro-4-nitrophenyl)-N,N-dimethylmethylamine